O(C1=CC=CC=C1)C=1C=CC=C2C=NC(=NC12)Cl 8-phenoxy-2-chloroquinazoline